tert.-octylphenylether C(C)(C)(CC(C)(C)C)OC1=CC=CC=C1